FC1(C(N(C2=C(O1)C=C(C(=C2)C2=C(C(=C(C(=C2F)F)F)F)F)F)C)=O)F 2,2,7-trifluoro-4-methyl-6-(perfluorophenyl)-2H-benzo[b][1,4]oxazin-3(4H)-one